(3aS,6aR)-1,3-dibenzyl-tetrahydro-4H-thieno[3,4-D]imidazole C(C1=CC=CC=C1)N1CN([C@H]2[C@@H]1CSC2)CC2=CC=CC=C2